COC1=CC(=NC(=C1)C(F)(F)F)C(=O)NC1=CC(=CC=C1)[C@H](C)SC1=NN=CN1C (S)-4-methoxy-N-(3-(1-((4-methyl-4H-1,2,4-triazol-3-yl)thio)ethyl)phenyl)-6-(trifluoromethyl)picolinamide